ClC1=C(C(=O)NC=2C(=NN(C2)S(=O)(=O)C2=CC=C(C=C2)OCC(=O)OCCCCC#C)C(=O)NC2CCN(CC2)C(=O)OC(C)(C)C)C(=CC=C1)Cl tertbutyl 4-(4-(2,6-dichlorobenzamido)-1-(4-(2-(hex-5-ynyloxy)-2-oxoethoxy)phenylsulfonyl)-1H-pyrazole-3-carboxamido)piperidine-1-carboxylate